3-(N,N-dimethyl-N-hexadecylammonio)propane-1-sulfonate C[N+](CCCCCCCCCCCCCCCC)(C)CCCS(=O)(=O)[O-]